4-amino-1-[(2r,5s)-2-(hydroxymethyl)-1,3-oxathiolan-5-yl]-1,2-dihydropyridin-2-one NC1=CC(N(C=C1)[C@@H]1CS[C@@H](O1)CO)=O